(2R,3S)-2-(3,4-dihydroxyphenyl)-3,4-dihydro-2H-chromene OC=1C=C(C=CC1O)[C@@H]1OC2=CC=CC=C2CC1